(S)-4-(5-(5-fluoro-2-methoxypyridin-4-yl)-1H-pyrazole-3-carbonyl)-N-((4-(trifluoromethyl)-2-oxabicyclo[2.1.1]hexane-1-yl)methyl)-4-azaspiro[2.5]octane-7-carboxamide FC=1C(=CC(=NC1)OC)C1=CC(=NN1)C(=O)N1C2(CC2)C[C@H](CC1)C(=O)NCC12OCC(C1)(C2)C(F)(F)F